ClC1=C(C=C(C=C1)S(=O)(=O)NC=1C(=NC=C(C1)C)OC=1C=CC(=NC1)NC(\C=C\C)=O)C(F)(F)F (E)-N-(5-((3-((4-chloro-3-(trifluoromethyl)phenyl)sulfonamido)-5-methylpyridin-2-yl)oxy)pyridin-2-yl)but-2-enamide